(R)-1-((4-amino-3-fluorophenyl) amino)-1-oxobutan-2-yl methanesulfonate CS(=O)(=O)O[C@@H](C(=O)NC1=CC(=C(C=C1)N)F)CC